C1#CCCCCCCCCCCCCCCCCC1 cyclononadecyn